7-bromo-N4-(4-methoxybenzyl)-quinoline-3,4-diamine BrC1=CC=C2C(=C(C=NC2=C1)N)NCC1=CC=C(C=C1)OC